1-[1-(2-fluoropropoyl)azetidin-3-yl]-3-(4-trifluoromethyl-phenyl)-1,3-dihydro-2H-imidazo[4,5-b]pyrazin-2-one FC(C(=O)N1CC(C1)N1C(N(C=2C1=NC=CN2)C2=CC=C(C=C2)C(F)(F)F)=O)C